(R)-4-((2-(1H-pyrazol-4-yl)ethyl)amino)-N-(1-(3-fluoropyridin-2-yl)ethyl)-5,6-dimethylpyrimidine-2-carboxamide N1N=CC(=C1)CCNC1=NC(=NC(=C1C)C)C(=O)N[C@H](C)C1=NC=CC=C1F